C-(2-Fluoro-phenyl)-N-[4-(3-pyridin-4-ylmethyl-ureido)-phenyl]-methanesulfonamide FC1=C(C=CC=C1)CS(=O)(=O)NC1=CC=C(C=C1)NC(=O)NCC1=CC=NC=C1